C(=O)(O)CNC(CN(C(CN1N=C(C=2C(=CC=CC12)C1=C(C=C2C=NN(C2=C1)C)F)C1CC2(CN(C2)C(CCC(=O)O)=O)C1)=O)C)=O 4-(6-(1-(2-((2-((carboxymethyl)amino)-2-oxoethyl)(methyl)amino)-2-oxoethyl)-5'-fluoro-1'-methyl-1H,1'H-[4,6'-biindazol]-3-yl)-2-azaspiro[3.3]heptan-2-yl)-4-oxobutanoic acid